5-(4-((4-(5-(6-(3-cyanopyrrolo[1,2-b]pyridazin-7-yl)-4-(isopropylamino)pyridin-3-yl)-1,3,4-thiadiazol-2-yl)piperazin-1-yl)methyl)piperidin-1-yl)-N-(2,6-dioxopiperidin-3-yl)picolinamide C(#N)C1=CC=2N(N=C1)C(=CC2)C2=CC(=C(C=N2)C2=NN=C(S2)N2CCN(CC2)CC2CCN(CC2)C=2C=CC(=NC2)C(=O)NC2C(NC(CC2)=O)=O)NC(C)C